CN1N=CC(=C1)C1=CC=C(C=C1)CNC1=NC=NC(=C1)C1=CN=C2N1C=CC(=C2)N2N=CN=C2 N-{[4-(1-methyl-1H-pyrazol-4-yl)phenyl]methyl}-6-[7-(1H-1,2,4-triazol-1-yl)imidazo[1,2-a]pyridin-3-yl]pyrimidin-4-amine